tert-Butyl 4-[[4-(3-cyanophenyl)-5-(2,6-dimethyl-4-pyridyl)thiazol-2-yl]carbamoyl]piperazine-1-carboxylate C(#N)C=1C=C(C=CC1)C=1N=C(SC1C1=CC(=NC(=C1)C)C)NC(=O)N1CCN(CC1)C(=O)OC(C)(C)C